3-((2-hydroxy-3-methoxybenzylidene)amino)-coumarin OC1=C(C=NC=2C(OC3=CC=CC=C3C2)=O)C=CC=C1OC